1,1,1-trifluoro-2,2-bis(3-trifluoromethyl-4-hydroxyphenyl)ethane FC(C(C1=CC(=C(C=C1)O)C(F)(F)F)C1=CC(=C(C=C1)O)C(F)(F)F)(F)F